2-Amino-4-(4-(methyl((tetrahydro-2H-pyran-2-yl)oxy)carbamoyl)phenyl)butanoic acid NC(C(=O)O)CCC1=CC=C(C=C1)C(N(OC1OCCCC1)C)=O